1-(4-amino-7-(4-(aminomethyl)benzyl)-2-(ethoxymethyl)-1H-imidazo[4,5-c]quinolin-1-yl)-2-methylpropan-2-ol NC1=NC=2C=C(C=CC2C2=C1N=C(N2CC(C)(O)C)COCC)CC2=CC=C(C=C2)CN